NC1(COCC2=C1OC(C1=C2C=C(S1)C=1C=NNC1)=O)C 4-amino-4-methyl-8-(1H-pyrazol-4-yl)-3,4-dihydro-1H,6H-pyrano[4,3-b]thieno[3,2-d]pyran-6-one